CC1=CC=C(C=C1)S(=O)(=O)N=CC1=CC(=CC=C1)C1=NC=CN=C1 4-methyl-N-(3-(pyrazin-2-yl)benzylidene)benzenesulfonamide